C(C)C1CN(CCN1)C1=NC=C(C(=N1)NC=1C=C2C=NNC2=CC1)OC N-(2-(3-ethylpiperazin-1-yl)-5-methoxypyrimidin-4-yl)-1H-indazol-5-amine